(1-(Dimethylamino)-1-oxobutan-2-yl)zinc(II) bromide [Br-].CN(C(C(CC)[Zn+])=O)C